(3s,4r)-3-((5-(4-chlorophenyl)-1,3,4-oxadiazol-2-yl)amino)-4-(2,6-difluoro-4-methoxyphenyl)pyrrolidin-2-one ClC1=CC=C(C=C1)C1=NN=C(O1)N[C@@H]1C(NC[C@H]1C1=C(C=C(C=C1F)OC)F)=O